N-(4-(4-(3-oxa-8-azabicyclo[3.2.1]octan-8-yl)-7H-pyrrolo[2,3-d]pyrimidin-6-yl)phenyl)-4-(((R)-3-acrylamido-3-methylpiperidin-1-yl)methyl)picolinamide C12COCC(CC1)N2C=2C1=C(N=CN2)NC(=C1)C1=CC=C(C=C1)NC(C1=NC=CC(=C1)CN1C[C@](CCC1)(C)NC(C=C)=O)=O